4-((5-Chloro-1-(4-methylbenzyl)-1H-indol-3-yl)(hydroxy)methyl)-3-methylenedihydrofuran-2(3H)-one ClC=1C=C2C(=CN(C2=CC1)CC1=CC=C(C=C1)C)C(C1C(C(OC1)=O)=C)O